C(CCCCCCCCCCC)(=O)O.C(CCC)(=O)O monobutyric acid monolaurate